CC=1N=NC=C(C1[C@@H](C)OC=1C=C2C(=NNC2=CC1)C=1C=C(C#N)C=C(C1)N1CCN(CC1)C)C 3-[5-[(1R)-1-(3,5-dimethylpyridazin-4-yl)ethoxy]-1H-indazol-3-yl]-5-(4-methylpiperazin-1-yl)benzonitrile